FC=1C=C2C(CC3(CC3)OC2=C(C1)C#N)=O 6-fluoro-4-oxospiro[chromane-2,1'-cyclopropane]-8-carbonitrile